heptanoic acid tellurium [Te].C(CCCCCC)(=O)O